benzyltributylammonium C(C1=CC=CC=C1)[N+](CCCC)(CCCC)CCCC